C(C)(=O)O.C(C)(=O)O.NCCCN trimethylenediamine diacetate